[[2-[(2R,5S)-5-methyl-2-[(2R)-2-methyl-2,3-dihydrobenzofuran-5-yl]-1-piperidyl]-2-oxo-acetyl]amino]pyridine-3-carboxamide C[C@H]1CC[C@@H](N(C1)C(C(=O)NC1=NC=CC=C1C(=O)N)=O)C=1C=CC2=C(C[C@H](O2)C)C1